C1(CCC1)NC(=O)C1=CC=C(C=N1)[C@@H]1N([C@H](CC2=C1NC1=CC=CC=C21)C)C(=O)OC(C)(C)C tert-butyl (1S,3S)-1-(6-(cyclobutylcarbamoyl)pyridin-3-yl)-3-methyl-1,3,4,9-tetrahydro-2H-pyrido[3,4-b]indole-2-carboxylate